(S)-1-(3-methylphenyl)ethan-1-amine CC=1C=C(C=CC1)[C@H](C)N